OC(C)(P(O)(=O)O)P(O)(=O)O hydroxyethane-1,1-bisphosphonic acid